Cl.COC(=O)[C@@H]1OC[C@@H](C1)NCC1=C(C=CC=C1)C |r| Rac-cis-4-(2-methylbenzylamino)tetrahydrofuran-2-carboxylic acid methyl ester hydrochloride